ClC1=CC=[13C](N(C)C)C=C1 4-chloro-N,N-dimethylaniline-13C